tetramethylammonium Ammonium 2-butyloctanoate C(CCC)C(C(=O)[O-])CCCCCC.[NH4+].C[N+](C)(C)C.C(CCC)C(C(=O)[O-])CCCCCC